BrC=1C(=CC2=C(N(C(C(CS2)(CC)CC)=O)C2=CC=C(C=C2)F)C1)OC 7-bromo-3,3-diethyl-5-(4-fluorophenyl)-8-methoxy-2,3-dihydro-1,5-benzothiazepin-4(5H)-one